2,3-diisopropyl-1,4-butanediol benzoate phenylglyoxylate C1(=CC=CC=C1)C(C(=O)OCC(C(COC(C1=CC=CC=C1)=O)C(C)C)C(C)C)=O